NC1=CC(NC(N1)=S)=O 6-amino-2-thiouracil